CN1C(C2(CCOCC2)C=2C1=CC=1C(=NN=C(C1C2)C)N[C@H](C)C2=C(C(=CC=C2)C(C(C)(C)O)(F)F)F)=O 1,5-dimethyl-8-[[(1R)-1-[3-(1,1-difluoro-2-hydroxy-2-methyl-propyl)-2-fluoro-phenyl]ethyl]amino]spiro[pyrrolo[2,3-g]phthalazine-3,4'-tetrahydropyran]-2-one